Hydrogen Tartrate Monohydrate O.C(=O)(O)C(O)C(O)C(=O)O